2-(2-(tert-butyl)phenoxy)-3-nitropyridine C(C)(C)(C)C1=C(OC2=NC=CC=C2[N+](=O)[O-])C=CC=C1